C(CCCCCCCCC)C=1C(=C(C=CC1)OC(NC1CC(CC(C1)(C)C)(C)CNC(=O)OC1=C(C(=CC=C1)CCCCCCCCCC)CCCCCCCCCC)=O)CCCCCCCCCC 3-((didecylphenoxy)carbonylamino-methyl)-3,5,5-trimethylcyclohexyl-carbamic acid (didecylphenyl) ester